C(C)(C)C(C#N)C(C)C 2-isopropyl-3-methylbutyronitrile